1-ethyl-2,3,3-trimethyl-3H-indole-1-ium C(C)[N+]1=C(C(C2=CC=CC=C12)(C)C)C